3-Cyanobicyclo[1.1.1]pentan-1-yl-(methyl)-2H-1,2,3-triazole-4-carboxylic acid C(#N)C12CC(C1)(C2)C=2C(=NN(N2)C)C(=O)O